((6-(6-chloroimidazo[1,2-b]pyridazin-3-yl)pyridin-2-yl)amino)-3,3-difluoropyrrolidine-1-carboxylic acid tert-butyl ester C(C)(C)(C)OC(=O)N1C(C(CC1)(F)F)NC1=NC(=CC=C1)C1=CN=C2N1N=C(C=C2)Cl